[N].[Co].[Cu] copper-cobalt nitrogen